quinazolinophenylimidazole C1=NC=NC=2C=CC3=C(C=CC=C3C=3NC=CN3)C12